[Na+].OC(CS(=O)(=O)[O-])C 2-hydroxypropanesulfonic acid sodium salt